1,3-Diazine N1=CN=CC=C1